ClC1=C(C=NC=C1)C(C(F)(F)F)O 1-(4-chloro-3-pyridyl)-2,2,2-trifluoro-ethanol